ClC=1C(=C2C(=NC1)NC(=N2)C2=CC=C(C=C2)N2CCN(CC2)CC=2C=NC=CC2)NC2CCN(CC2)CC 6-Chloro-N-(1-ethylpiperidin-4-yl)-2-{4-[4-(pyridin-3-ylmethyl)piperazin-1-yl]phenyl}-3H-imidazo[4,5-b]pyridin-7-amine